5-(dinonylamino)pentyl heptyl phosphate P(=O)(OCCCCCN(CCCCCCCCC)CCCCCCCCC)(OCCCCCCC)[O-]